OC=1C=CC=C(C1)C1=CC=CC(=C1)O 5,5'-dihydroxybiphenyl